OC[C@H]1CN(CC1)C1=CC=C(N=N1)C1=C(C=C(C=C1C)C)O 2-[6-[(3R)-3-(hydroxymethyl)pyrrolidin-1-yl]pyridazin-3-yl]-3,5-dimethyl-phenol